1,20-diiodo-3,6,9,12,15,18-hexaoxoeicosane ICCC(CCC(CCC(CCC(CCC(CCC(CCI)=O)=O)=O)=O)=O)=O